(methyl)(phenyl)(naphthalenyl)pyridine CC1=C(C(=NC=C1)C1=CC=CC2=CC=CC=C12)C1=CC=CC=C1